CC1=C(C=CC(=C1)N1CCN(CC1)C)NC1=NC=C(C(=C1)NCCCN1C(COCCC1)=O)C(F)(F)F 4-(3-((2-((2-methyl-4-(4-methylpiperazin-1-yl)phenyl)amino)-5-(trifluoromethyl)pyridin-4-yl)amino)propyl)-1,4-oxazepan-3-one